COC(=O)C=1C=C(C2=C(CC(O2)(C)C)C1[N+](=O)[O-])OC 7-methoxy-2,2-dimethyl-4-nitro-2,3-dihydrobenzofuran-5-carboxylic acid methyl ester